N1(CCC1)C(CN1CCC(CC1)C=1C=C2C(=C(NC2=CC1)C=1C(=C(C=2N(C1)N=CN2)OC)C)C(C)C)=O 1-(azetidin-1-yl)-2-(4-(3-isopropyl-2-(8-methoxy-7-methyl-[1,2,4]triazolo[1,5-a]pyridin-6-yl)-1H-indol-5-yl)piperidin-1-yl)ethan-1-one